(rac)-2-((4-(aminomethyl)-5-(tert-butoxycarbonyl)-1-(4-isopropylphenyl)-4,5,6,7-tetrahydro-1H-pyrazolo[4,3-c]pyridin-3-yl)oxy)acetic acid NC[C@@H]1N(CCC2=C1C(=NN2C2=CC=C(C=C2)C(C)C)OCC(=O)O)C(=O)OC(C)(C)C |r|